cyclopropyl(7-methyl-2-(5-(trifluoromethyl)-1,2,4-oxadiazol-3-yl)-4,7-dihydrothieno[2,3-c]pyridin-6(5H)-yl)methanone C1(CC1)C(=O)N1C(C2=C(CC1)C=C(S2)C2=NOC(=N2)C(F)(F)F)C